4-(Trifluoromethyl)phenyl-methyl-phosphonic acid FC(C1=CC=C(C=C1)CP(O)(O)=O)(F)F